FC=1C=CN2C1C(NC1=CC(=CC=C21)C(=O)OC)=O methyl 3-fluoro-4-oxo-4,5-dihydropyrrolo[1,2-a]quinoxaline-7-carboxylate